ClC1=C(C2=C(NC(O[C@]23CN(CC3)C=3C=NC=C(C(=O)NCC=2C=NC(=CC2)CN2N=CC(=C2)C)C3)=O)C=C1)F (S)-5-(6-Chloro-5-fluoro-2-oxo-1,2-dihydrospiro[benzo[d][1,3]oxazine-4,3'-pyrrolidin]-1'-yl)-N-((6-((4-methyl-1H-pyrazol-1-yl)methyl)pyridin-3-yl)methyl)nicotinamide